3-chloro-6-[6-(dimethylphosphoryl)pyridin-3-yl]-7-fluoro-2-methyl-N-[1-(1-methylpyrazol-4-yl)propyl]-1,5-naphthyridin-4-amine ClC=1C(=NC2=CC(=C(N=C2C1NC(CC)C=1C=NN(C1)C)C=1C=NC(=CC1)P(=O)(C)C)F)C